FC=1C=C(C=CC1)N1C[C@@H](CCC1)NC1=CC(=NC=N1)C(=O)NC (R)-6-((1-(3-fluorophenyl)piperidin-3-yl)amino)-N-methylpyrimidine-4-carboxamide